OCC(C)(C)NC(C(C)N1CCN(CC1)C1=CC(=C2C(=N1)C(=CS2)C(=O)NC)C(F)(F)F)=O 5-[4-[2-[(2-hydroxy-1,1-dimethyl-ethyl)amino]-1-methyl-2-oxo-ethyl]piperazin-1-yl]-N-methyl-7-(trifluoromethyl)thieno[3,2-b]pyridine-3-carboxamide